C(C)C=1N=C2N(N=C(C=C2)Cl)C1C(=O)O.ClC=1C=CC=2N(N1)C(=CN2)C(=O)OCC ethyl 6-chloroimidazo[1,2-b]pyridazine-3-carboxylate (ethyl 6-chloroimidazo[1,2-b]pyridazine-3-carboxylate)